OC=1C(=NC=C(C1)C1=CC2=CC=CC=C2C=C1)C(=O)NCC1(CC1)C(=O)O 1-((3-hydroxy-5-(naphthalen-2-yl)pyridin-amido)methyl)cyclopropane-1-carboxylic acid